1-benzyloxy-2-bromo-5-(difluoromethoxy)-3-methyl-benzene C(C1=CC=CC=C1)OC1=C(C(=CC(=C1)OC(F)F)C)Br